2-amino-3-(2-ethoxyphenyl)propionic acid NC(C(=O)O)CC1=C(C=CC=C1)OCC